9-bromo-2,3,6,7-tetrahydro-1H,5H-pyrido[3,2,1-ij]quinolin-5-one BrC=1C=C2CCCN3C2=C(C1)CCC3=O